N-(4-(2,5-difluorophenyl)-2-(3-methyl-4-oxocyclohexyl)pyridin-3-yl)-2-isopropylpyrimidine-5-carboxamide FC1=C(C=C(C=C1)F)C1=C(C(=NC=C1)C1CC(C(CC1)=O)C)NC(=O)C=1C=NC(=NC1)C(C)C